(3R,4S)-N-Isopropyl-4-methylpyrrolidin-3-amine dihydrochloride Cl.Cl.C(C)(C)N[C@H]1CNC[C@@H]1C